2-amino-6-(1-cyanoethyl)-N-(4-(4-methylpiperazin-1-yl)pyridin-3-yl)pyrazolo[1,5-a]pyrimidine-3-carboxamide NC1=NN2C(N=CC(=C2)C(C)C#N)=C1C(=O)NC=1C=NC=CC1N1CCN(CC1)C